CNC(C)(C(C)C)C(C)C N-methyl-Diisopropylethylamine